C(#N)C(=CC1=C(N(C(=C1)C)C=1OC(=C(C1C#N)C)C)C)C1=NC2=C(N1)C=C(C=C2)N(C)C 2-(3-(2-cyano-2-(6-(dimethylamino)-1H-benzo[d]imidazol-2-yl)vinyl)-2,5-dimethyl-1H-pyrrol-1-yl)-4,5-dimethylfuran-3-carbonitrile